N1=C(N=C(C2=C1C=CS2)O)O thieno[3,2-d]pyrimidine-2,4-diol